N-(4-(4-amino-7-methyl-5-(4-(pyrrolidine-1-carbonyl)phenyl)-7H-pyrrolo[2,3-d]pyrimidin-6-yl)-3-fluorophenyl)acrylamide NC=1C2=C(N=CN1)N(C(=C2C2=CC=C(C=C2)C(=O)N2CCCC2)C2=C(C=C(C=C2)NC(C=C)=O)F)C